ethylene glycol 1,13-tridecanedioate C(CCCCCCCCCCCC(=O)O)(=O)O.C(CO)O